CN1C(=NN=C1)SC1=C(C(=O)NC2=CC=C(C=C2)C2COCC2)C=C(C=C1)[N+](=O)[O-] 2-[(4-methyl-4H-1,2,4-triazol-3-yl)sulfanyl]-5-nitro-N-[4-(oxolan-3-yl)phenyl]benzamide